methyl (2R,3S)-3-(methylsulfonamido)-2-(((6-(pyrimidin-2-yl)bicyclo[4.1.0]heptan-3-yl)oxy)methyl)pyrrolidine-1-carboxylate CS(=O)(=O)N[C@@H]1[C@@H](N(CC1)C(=O)OC)COC1CC2CC2(CC1)C1=NC=CC=N1